N-(2-fluoro-4-methyl-3-(2-(methylamino)-8,9-dihydroimidazo[1',2':1,6]pyrido[2,3-d]pyrimidin-6-yl)phenyl)propane-1-sulfonamide FC1=C(C=CC(=C1C1=CC2=C(N=C(N=C2)NC)N2C1=NCC2)C)NS(=O)(=O)CCC